CC(C)N1CCC(CC1)N1CCN(CCC1)C1=CC=CC(=N1)C(=O)N1CCC2=CC=CC=C12 1-[(6-{4-[1-(Propan-2-yl)piperidin-4-yl]-1,4-diazepan-1-yl}pyridin-2-yl)carbonyl]-2,3-dihydro-1H-indole